(2-(benzyloxy) phenyl) pentane-1,5-diylbis(4-methylbenzenesulfonate) C(CCCCC1=C(C=CC(=C1)C)S(=O)(=O)[O-])C1=C(C=CC(=C1)C)S(=O)(=O)OC1=C(C=CC=C1)OCC1=CC=CC=C1